5-(6-chloro-4-fluoropyridin-3-yl)-1,3,4-thiadiazole ClC1=CC(=C(C=N1)C1=NN=CS1)F